CCC(CCC)NC(O)=O Hex-3-ylcarbamic acid